6-(6-(4,4-difluoropiperidine-1-carbonyl)-1,1a,2,7b-tetrahydro-3H-cyclopropa[c][1,8]naphthyridin-3-yl)-2-methylisoquinolin-1(2H)-one FC1(CCN(CC1)C(=O)C1=CC=2C3C(CN(C2N=C1)C=1C=C2C=CN(C(C2=CC1)=O)C)C3)F